FC1=CC=C(CN(C2=CC3=C(C(=CC(O3)=O)C(F)(F)F)C=C2)CCO)C=C1 7-((4-fluorobenzyl)(2-hydroxyethyl)amino)-4-(trifluoromethyl)-2H-benzopyran-2-one